2,4-diamino-1,3,5-triazole NC=1NN=C(N1)N